4-(4-Fluorobenzylidene)-2-(m-tolyl)oxazol-5(4H)-one FC1=CC=C(C=C2N=C(OC2=O)C=2C=C(C=CC2)C)C=C1